FC(C1=CC=C(OC=2C=C(C=C3C=CC=NC23)CNC(C=C)=O)C=C1)(F)F N-((8-(4-(trifluoromethyl)phenoxy)quinolin-6-yl)methyl)acrylamide